N1(N=CC=C1)C1CCN(CC1)C(=O)C1=CC(=C2C=C(N=CC2=C1)OCC1=NC=C(C=C1Cl)Cl)C(=O)N1CCCCC1 (4-(1H-pyrazol-1-yl)piperidin-1-yl)(3-((3,5-dichloropyridin-2-yl)methoxy)-5-(piperidine-1-carbonyl)isoquinolin-7-yl)methanone